ClC1=CC=C(CN2N(C3=C(CN(CC3)CC3=CC(=CC(=C3)F)F)C2=O)CCNC(CO)=O)C=C1 N-(2-(2-(4-chlorobenzyl)-5-(3,5-difluorobenzyl)-3-oxo-2,3,4,5,6,7-hexahydro-1H-pyrazolo[4,3-c]pyridin-1-yl)ethyl)-2-hydroxyacetamide